(E)-4-(2-cyanophenyl)-2-[1-cyclopropyl-2-(2-carboxy-4-fluorobenzylidene)hydrazino]thiazole C(#N)C1=C(C=CC=C1)C=1N=C(SC1)N(/N=C/C1=C(C=C(C=C1)F)C(=O)O)C1CC1